2-(4-bromonaphthalen-1-yl)-4-(naphthalen-2-yl)-6-phenyl-1,3,5-triazine BrC1=CC=C(C2=CC=CC=C12)C1=NC(=NC(=N1)C1=CC2=CC=CC=C2C=C1)C1=CC=CC=C1